FC(C(=O)[O-])(F)F.CC1(CC[C@H](CO1)CN(C1=C(C(=NC=N1)NC[C@@H]1[C@H](C[NH2+]CC1)O)F)CC)C |o1:11,&1:24,25| (3RS,4RS)-4-(((6-((((S*)-6,6-dimethyltetrahydro-2H-pyran-3-yl)methyl)(ethyl)amino)-5-fluoropyrimidin-4-yl)amino)methyl)-3-hydroxypiperidin-1-ium trifluoroacetate